BrC=1C(=CC=2C3=C(C(=NC2C1F)Cl)N=CN3C3CCN(CC3)C(=O)OC(C)(C)C)Cl tert-butyl 4-(7-bromo-4,8-dichloro-6-fluoro-1H-imidazo[4,5-c]quinolin-1-yl)piperidine-1-carboxylate